C1(O)=CC(O)=CC=C1.C(=O)(O)CN[C@@H](CS)C(=O)O carboxymethyl-cysteine compound with resorcinol